CN1C(N(C2=NC(=NC=C12)NC1=C(C=CC=2OCOCC21)C)C2(CCOCC2)C#N)=O 4-(7-methyl-2-((6-methylbenzo[d][1,3]dioxin-5-yl)amino)-8-oxo-7,8-dihydro-9H-purin-9-yl)tetrahydro-2H-pyran-4-carbonitrile